ClC1=CC=C(C(=N1)NC1=CC=C(C=C1)CN1CCOCC1)[N+](=O)[O-] 6-chloro-N-(4-(morpholinomethyl)phenyl)-3-nitropyridin-2-amine